bis(1,3-dimethylcyclopentadienyl)titanium CC1(C=C(C=C1)C)[Ti]C1(C=C(C=C1)C)C